FC=1C(=NC(N([C@H]2[C@H](O)[C@H](O)[C@@H](C)O2)C1)=O)NC(=O)OCCC 5'-deoxy-5-fluoro-N-[(propoxy)carbonyl]cytidine